CC1=CC=CC(=N1)C1=NC=CC(=N1)NC1=NC(=NC=C1)NC1=CC=C(C(=O)OC2CCNCC2)C=C1 4-piperidyl 4-[[4-[[2-(6-methyl-2-pyridyl)pyrimidin-4-yl]amino]pyrimidin-2-yl]amino]benzoate